C(CCCCC)C(C(=O)NC(CCSCCC(=O)OCCCCCCCCCCCCCC)C(=O)NCCCN1CCOCC1)CCCCCCCC tetradecyl 3-((3-(2-hexyldecanamido)-4-((3-morpholinopropyl)amino)-4-oxobutyl)thio)propanoate